CNC(=O)[C@H]1C[C@H](CC1)N1C(=NC2=C1C=C(C=C2)C(=O)NCCCN2CCN(CC2)C2=CC=CC=C2)C2=CC(=C(C(=C2)OC)OC)OC 1-((1S,3R)-3-(methylcarbamoyl)cyclopentyl)-N-(3-(4-phenylpiperazin-1-yl)propyl)-2-(3,4,5-trimethoxyphenyl)-1H-benzo[d]imidazole-6-carboxamide